IC1=C(C=C2C(=CNC2=C1)C=O)OC 6-iodo-5-methoxy-1H-indole-3-carbaldehyde